(S)-4-(4-(3-(6-(8-(benzo[d]thiazol-2-ylcarbamoyl)-3,4-dihydroisoquinolin-2(1H)-yl)-2-(tert-butoxycarbonyl)pyridin-3-yl)-2-methylphenoxy)phenyl)-5,5,5-trifluoropentanoic acid S1C(=NC2=C1C=CC=C2)NC(=O)C=2C=CC=C1CCN(CC21)C2=CC=C(C(=N2)C(=O)OC(C)(C)C)C=2C(=C(OC1=CC=C(C=C1)[C@H](CCC(=O)O)C(F)(F)F)C=CC2)C